6-chloro-2-(5-(2,6-difluorophenyl)-4-methyl-4H-1,2,4-triazol-3-yl)-3-(methylthio)pyridine ClC1=CC=C(C(=N1)C1=NN=C(N1C)C1=C(C=CC=C1F)F)SC